O1-tert-butyl O2-methyl (2S,4R)-4-methylsulfonyloxypyrrolidine-1,2-dicarboxylate CS(=O)(=O)O[C@@H]1C[C@H](N(C1)C(=O)OC(C)(C)C)C(=O)OC